3,5-dichlorothieno[3,2-b]pyridin-7-ol ClC1=CSC=2C1=NC(=CC2O)Cl